C1(=CC=CC=C1)C1OCCN2C1=CC(=N2)C(=O)O 4-phenyl-6,7-dihydro-4H-pyrazolo[5,1-c][1,4]Oxazine-2-carboxylic acid